4-methyl-6-oxo-1,6-dihydropyridazine-3-carboxylic acid amide CC=1C(=NNC(C1)=O)C(=O)N